P(=O)(O)(O)O.OCC(=O)[C@@H](O)[C@@H](O)CO L-ribulose phosphate